The molecule is an N-acyl-1-O-beta-D-glucosyl-15-methylhexadecasphing-4-enine in which the acyl group has 28 carbons and 0 double bonds and is 2-hydroxylated. It derives from a 15-methylhexadecasphing-4-enine. CCCCCCCCCCCCCCCCCCCCCCCCCCC(C(=O)N[C@@H](CO[C@H]1[C@@H]([C@H]([C@@H]([C@H](O1)CO)O)O)O)[C@@H](/C=C/CCCCCCCCCC(C)C)O)O